C1(CC1)COC1=CC=C(N=N1)C(C(=O)N)(C)N1C[C@@H](C(CC1)(F)F)C1=CN(C(C=C1)=O)CC(F)(F)F (6-(cyclopropylmethoxy)pyridazin-3-yl)-2-((s)-4,4-difluoro-3-(6-oxo-1-(2,2,2-trifluoroethyl)-1,6-dihydropyridin-3-yl)piperidin-1-yl)propanamide